ClC1=CC(=C2C(=N1)N(C=C2)COCC[Si](C)(C)C)[N+](=O)[O-] 6-chloro-4-nitro-1-((2-(trimethylsilyl)ethoxy)methyl)-1H-pyrrolo[2,3-B]pyridine